Cl.CNC(=O)C=1C=NC(=CC1)NC1=NC=C(C=C1)C1CCNCC1 N-methyl-6-{[5-(piperidin-4-yl)pyridin-2-yl]amino}pyridine-3-carboxamide hydrochloride